allyl-(5R,8S,11S)-11-((acetoxymethyl)carbamoyl)-1-(9H-fluoren-9-yl)-5-isobutyl-8-methyl-3,6,9-trioxo-2-oxa-4,7,10-triazatetradecane-14-oic acid C(C=C)C(OC(N[C@@H](C(N[C@H](C(N[C@@H](CCC(=O)O)C(NCOC(C)=O)=O)=O)C)=O)CC(C)C)=O)C1C2=CC=CC=C2C=2C=CC=CC12